3-ethyl-8-fluoro-7-hydroxymethyl-1H-quinoxalin-2-one C(C)C=1C(NC2=C(C(=CC=C2N1)CO)F)=O